4,4-bis(octyloxy)butanoic acid 8-bromooctyl ester BrCCCCCCCCOC(CCC(OCCCCCCCC)OCCCCCCCC)=O